C(C1=CC=CC=C1)N(C(CCl)=O)C1=CC=C(OC2=CC=C(OCCOCCOCCCCCCNC(OC(C)(C)C)=O)C=C2)C=C1 tert-Butyl (6-(2-(2-(4-(4-(N-benzyl-2-chloroacetamido)phenoxy)phenoxy)ethoxy)ethoxy)hexyl)carbamate